2-heptyl-4-(2-fluoro-4-trifluoromethylbenzylamino)-7-methoxychroman C(CCCCCC)C1OC2=CC(=CC=C2C(C1)NCC1=C(C=C(C=C1)C(F)(F)F)F)OC